CN1C(=NC=C1)C(NCCN)C=1N(C=CN1)C N'-(bis-(1-methylimidazol-2-yl)-methyl)-ethylenediamine